CC1=CN=CC(=N1)[C@@H]1[C@H](C1)C(=O)OCC |r| rac-ethyl (1S*,2S*)-2-(6-methylpyrazin-2-yl)cyclopropane-1-carboxylate